NC1=C2N=C(N(C2=NC=N1)CCC(=O)NC(C)(C)C)SC1=CC2=C(CCO2)C=C1I 3-[6-Amino-8-(5-iodo-2,3-dihydro-benzofuran-6-ylsulfanyl)-purin-9-yl]-N-tert-butyl-propionamide